C(#N)C1=CC2=C(C(=NO2)C2=C(C=CC=C2)[C@H](CC2=NC(=CC=C2)C)N)C=C1 (S)-1-[2-(6-Cyanobenzo[d]isoxazol-3-yl)phenyl]-2-(6-methylpyridine-2-yl)ethan-1-amine